BrCC1=CC=C2C=NN(C2=C1)C 6-(bromomethyl)-1-methyl-indazole